methyl 5-(cyclopropylamino)pyrimidine-2-carboxylate C1(CC1)NC=1C=NC(=NC1)C(=O)OC